ClC=1C=C(CC=2OC(=C(N2)C2=CC=C(OCC3=C(COCC(=O)O)C=C(C=C3)C(=O)OC)C=C2)C)C=CC1 2-((2-((4-(2-(3-Chlorobenzyl)-5-methyloxazol-4-yl)phenoxy)methyl)-5-(methoxycarbonyl)benzyl)oxy)acetic acid